FC(C)(F)C1=NC=CC(=N1)NC1=CC(=NC=C1C1=NC=C(C=N1)F)NC(C)=O N-(4-((2-(1,1-difluoroethyl)pyrimidin-4-yl)amino)-5-(5-fluoropyrimidin-2-yl)pyridin-2-yl)acetamide